C1(OCCC2=C1C=CC=C2)CO (3,4-dihydro-1H-2-benzopyran-1-yl)methanol